O1C2=C(N(CC1)C(=O)C=1C=C3CN(C(C3=CC1)=O)C1C(NC(CC1)=O)=O)C=CC=C2 3-(5-(3,4-dihydro-2H-benzo[b][1,4]oxazine-4-carbonyl)-1-oxoisoindolin-2-yl)piperidine-2,6-dione